C(#N)C[C@@H]1N(CCCC1)C(=O)OCC1=CC=CC=C1 Phenylmethyl (2R)-2-(cyanomethyl)-1-piperidinecarboxylate